6-[(5-oxopyrrolidin-2-yl)methoxy]benzonitrile O=C1CCC(N1)COC1=CC=CC=C1C#N